ethyldichlorosilane C(C)[SiH](Cl)Cl